8-fluoro-3-(3-(6-fluoro-3',6'-dihydro-[3,4'-bipyridine]-1'(2'H)-yl)-3-oxopropyl)isoquinolin-1(2H)-one FC=1C=CC=C2C=C(NC(C12)=O)CCC(=O)N1CCC(=CC1)C=1C=NC(=CC1)F